4-((1-(4-(2-(2-aminopyridin-3-yl)-5-(4-fluoro-2-methylphenyl)-3H-imidazo[4,5-b]pyridin-3-yl)benzyl)piperidin-4-yl)amino)pyrimidine-2-carbonitrile NC1=NC=CC=C1C1=NC=2C(=NC(=CC2)C2=C(C=C(C=C2)F)C)N1C1=CC=C(CN2CCC(CC2)NC2=NC(=NC=C2)C#N)C=C1